COC=1C=C(C=CC1OC)C1=NC2=C(N1)C1=CC(=CC=C1C=1C=CC(=CC12)[N+](=O)[O-])[N+](=O)[O-] 2-(3,4-dimethoxyphenyl)-5,10-dinitro-1H-phenanthro[9,10-d]imidazole